(S)-5-(3-(2-chloro-7-(1-methoxyethyl)pyrazolo[1,5-a]pyrimidin-6-yl)ureido)-3-(difluoromethyl)-N-(furan-3-ylmethoxy)picolinamide rhodium bis(ethyl-acetate) C(C)CC(=O)[O-].C(C)CC(=O)[O-].[Rh+2].ClC1=NN2C(N=CC(=C2[C@H](C)OC)NC(NC=2C=C(C(=NC2)C(=O)NOCC2=COC=C2)C(F)F)=O)=C1